ClC1=NC=C(C=N1)S(=NC(C(F)(F)F)=O)(=O)C N-((2-chloropyrimidin-5-yl)(methyl)(oxo)-λ6-sulfanylidene)-2,2,2-trifluoroacetamide